1-(3-nitrophenyl)thiourea [N+](=O)([O-])C=1C=C(C=CC1)NC(=S)N